C[C@@H](C1=CC(=CC=C1)C(=O)C2=CC=CC=C2)C(=O)O The molecule is a monocarboxylic acid that is (S)-hydratropic acid substituted at position 3 on the phenyl ring by a benzoyl group. A cyclooxygenase inhibitor, it is used to relieve short-term pain, such as muscular pain, dental pain and dysmenorrhoea. It has a role as a non-steroidal anti-inflammatory drug, a cyclooxygenase 1 inhibitor, a cyclooxygenase 2 inhibitor and a non-narcotic analgesic. It is a monocarboxylic acid and a member of benzophenones. It derives from a (S)-hydratropic acid.